ClC1=NC(=C2N=CN(C2=N1)C(C)C)NCC1=CC=C(C=C1)OCCN1CCOCC1 2-chloro-9-isopropyl-N-(4-(2-morpholinoethoxy)benzyl)-9H-purin-6-amine